O=C1N(CC2=CC=CC=C12)C1CC(CC1)OC1OCCCC1 1-oxo-2-(3-((tetrahydro-2H-pyran-2-yl)oxy)cyclopentyl)isoindolin